FC1=CC=C(C=C1)N(C(OC1=C(C=C(C=C1C(F)(F)F)C(F)(F)F)N1C(N(CC1)CC(CNC)O)=O)=O)C 2-(3-(2-hydroxy-3-(methylamino)propyl)-2-oxoimidazolidin-1-yl)-4,6-bis(trifluoromethyl)phenyl (4-fluorophenyl)(methyl)carbamate